2-amino-3-bromo-9-chloro-10H-chromeno[3,2-b]pyridin-10-one NC1=C(C=C2C(=N1)C(C=1C(=CC=CC1O2)Cl)=O)Br